The molecule is a quassinoid that is picras-3-ene substituted by hydroxy groups at positions 1, 11, 12 and 15, oxo groups at positions 2 and 16 and a beta-D-glucopyranosyloxy residue at position 21. It has been isolated from he ethanol extract of the stem of Brucea mollis. It has a role as a metabolite and a plant metabolite. It is a delta-lactone, an enone, an organic heterotetracyclic compound, a tetrol, a quassinoid, a terpene glycoside, a monosaccharide derivative, a beta-D-glucoside and a secondary alpha-hydroxy ketone. It derives from a hydride of a picrasane. CC1=CC(=O)[C@H]([C@]2([C@H]1C[C@@H]3[C@@]4([C@@H]2[C@H]([C@@H]([C@@H]([C@@H]4[C@H](C(=O)O3)O)CO[C@H]5[C@@H]([C@H]([C@@H]([C@H](O5)CO)O)O)O)O)O)C)C)O